C(CCCCCCCCCCCC\C=C\C)=O (E)-14-hexadecenal